1-(3-chloro-2-methoxypyridin-4-yl)-5-(trifluoromethyl)-1H-pyrazole-4-carboxylic acid ethyl ester C(C)OC(=O)C=1C=NN(C1C(F)(F)F)C1=C(C(=NC=C1)OC)Cl